anti-cadaverine NCCCCCN